2-(3-fluoro-4-((3-(hydroxymethyl)-1,4-dimethyl-1H-pyrazol-5-yl)oxy)phenyl)-5-phenyl-2,5,6,7-tetrahydro-3H-pyrrolo[2,1-c][1,2,4]triazol-3-one FC=1C=C(C=CC1OC1=C(C(=NN1C)CO)C)N1N=C2N(C1=O)C(CC2)C2=CC=CC=C2